(acetonitrile) copper (I) tetraphenylborate C1(=CC=CC=C1)[B-](C1=CC=CC=C1)(C1=CC=CC=C1)C1=CC=CC=C1.[Cu+].C(C)#N